1-(2-fluoro-5-(tri-fluoromethoxy)benzyl)-3-(4,4,5,5-tetramethyl-1,3,2-dioxaborolan-2-yl)-1H-pyrazole FC1=C(CN2N=C(C=C2)B2OC(C(O2)(C)C)(C)C)C=C(C=C1)OC(F)(F)F